BrC=C(C1=CC(=CC=C1)CC)C1=C(C(=CC(=C1)C(C)C)C)OCOC 2-bromo-1-(2-methoxymethoxy-3-methyl-5-isopropylphenyl)-1-(3-ethylphenyl)-ethylene